N1=C(C=CC=C1)C=1N=NN(N1)CC1=CC=C(C(=O)NO)C=C1 4-[[5-(2-pyridyl)tetrazol-2-yl]methyl]benzohydroxamic acid